CC1=C(C(=O)OC2NC(CC3(C2)OCCC2=C3SC(=C2)Cl)C)C=CC=C1 (2-chloro-6'-methyl-spiro[4,5-dihydrothieno[2,3-C]pyran-7,4'-piperidin]-2'-yl) methylbenzoate